FC=1C=C(/C=C/C2OC(C2)(C)C)C=CC1 (E)-2-(3-fluorostyryl)-4,4-dimethyloxetane